COC=1C=C(C=CC1OCC1=C(C=CC=C1)C)/C=C/C(=O)O (E)-3-(3-methoxy-4-((2-methylbenzyl)oxy)phenyl)acrylic acid